3-(2-azaspiro[3.3]heptan-2-yl)-6a,7,9,10-tetrahydropyrazino[1,2-d]pyrido[3,2-b][1,4]oxazin C1N(CC12CCC2)C2=CC=1OCC3N(C1N=C2)CCNC3